bis-ammonium sulfite S(=O)([O-])[O-].[NH4+].[NH4+]